CC(CCSC1=CC=C(C(=O)C2=CC=C(C=C2)SCCC(CCCC(C)C)C)C=C1)CCCC(C)C 4,4'-bis(3,7-dimethyloctylthio)benzophenone